(S)-N-(4-cyano-3-(trifluoromethyl)phenyl)-2-hydroxy-2-methyl-3-((6-(trifluoromethyl)pyrimidin-4-yl)oxy)propanamide C(#N)C1=C(C=C(C=C1)NC([C@@](COC1=NC=NC(=C1)C(F)(F)F)(C)O)=O)C(F)(F)F